O=CC[C@H]1CC[C@H](CC1)NC(OC(C)(C)C)=O TERT-BUTYL CIS-4-(2-OXOETHYL)CYCLOHEXYLCARBAMATE